C(C)(C)(C)OC(=O)N1[C@@H](CN([C@H](C1)C)C=1C2=C(N=CN1)N(C=C2OC(F)F)C2=NC=CC(=C2)Cl)C.C2(=CC=CC=C2)C=2SC=C(N2)CC(=O)N 2-(2-Phenylthiazol-4-yl)acetamide tert-Butyl-(2R,5S)-4-(7-(4-chloropyridin-2-yl)-5-(difluoromethoxy)-7H-pyrrolo[2,3-d]pyrimidin-4-yl)-2,5-dimethylpiperazine-1-carboxylate